Methyl 6-((1H-Tetrazol-5-Yl)Methoxy)Benzofuran-3-Carboxylate N1N=NN=C1COC1=CC2=C(C(=CO2)C(=O)OC)C=C1